O=C1C=CCCC2N1[C@@H](CC2)C(=O)OC Methyl (3S,9S)-5-oxo-2,3,5,8,9,9a-hexahydro-1H-pyrrolo[1,2-a]azepine-3-carboxylate